methyl (S)-4-((7-((1-((tert-butyldiphenylsilyl)oxy)hexan-3-yl)amino)-5-((methoxycarbonyl)amino)-1H-pyrazolo[4,3-d]pyrimidin-1-yl)methyl)-5-methoxypicolinate [Si](C1=CC=CC=C1)(C1=CC=CC=C1)(C(C)(C)C)OCC[C@H](CCC)NC=1C2=C(N=C(N1)NC(=O)OC)C=NN2CC2=CC(=NC=C2OC)C(=O)OC